CCCO[C@@H]1[C@@H]([C@H]([C@@H]([C@H](O1)COS(=O)(=O)O)O[C@H]2[C@@H]([C@H]([C@@H]([C@H](O2)CO)O)O)NC(=O)C)O)OC(=O)C The molecule is an oligosaccharide sulfate formed by sulfating propyl N-acetyl-beta-D-glucosaminyl-(1->4)-2-O-acetyl-alpha-D-glucoside at O-6 of the reducing-end residue. It is an amino disaccharide, an oligosaccharide sulfate and a glycoside. It is a conjugate acid of a beta-D-GlcpNAc-(1->4)-alpha-D-Glcp2Ac6SOPr(1-).